alpha-(methylamino)isobutyric acid CNC(C(=O)O)(C)C